FC=1C=C(C=CC1)N1C[C@@H](CCC1)NC=1C=C(C(=O)NC)C=CN1 (R)-2-(((3-Fluorophenyl)piperidin-3-yl)amino)-N-methylisonicotinamide